(1S,3S,5R)-5-(((methylsulfonyl)oxy)methyl)-2-azabicyclo[3.1.0]hexane-2,3-dicarboxylic acid 2-(tert-butyl) ester 3-ethyl ester C(C)OC(=O)[C@H]1N([C@H]2C[C@]2(C1)COS(=O)(=O)C)C(=O)OC(C)(C)C